N12CC(C(CC1)CC2)N(C(=O)OC(C)C2=C(C=C(C=C2)F)Br)[C@@H]2C(OC1=C2C=CC(=C1)C1=CC(=CC=C1)OC(F)(F)F)(C)C 1-(2-bromo-4-fluorophenyl)ethane-1-ol (S)-quinuclidin-3-yl-(2,2-dimethyl-6-(3-(trifluoromethoxy)phenyl)-2,3-dihydrobenzofuran-3-yl)carbamate